CNCCC=C(C(=O)N)C 2-(methylamino)ethylmethacrylamide